(S)-7-bromo-3-(1-(3-chlorophenyl)-2-hydroxyethyl)-2,3-dihydroquinazolin-4(1H)-one BrC1=CC=C2C(N(CNC2=C1)[C@H](CO)C1=CC(=CC=C1)Cl)=O